C(CCCCC=CCCCCCCCCCCC)(=O)O.C(CCCC\C=C/CCCCCCCCCCC)(=O)O petroselic Acid (octadeca-6-enoate)